Cl.O1CC(CC1)NC(=O)C1NCCC1 N-(tetrahydrofuran-3-yl)pyrrolidine-2-carboxamide hydrochloride